COC=1C=C(CNC(=O)NC2=CC=C(C=C2)Cl)C=CC1OCCN1CCN(CC1)C1=C(C(=CC=C1)Cl)Cl 1-{3-methoxy-4-{2-[4-(2,3-dichlorophenyl)piperazin-1-yl]ethoxy}benzyl}-3-(4-chlorophenyl)urea